C(C1=CC=CC=C1)S(=O)(=O)CCNCCS(=O)(=O)CC1=CC=CC=C1 bis-(toluenesulfonylethyl)amine